C(C(C)C)(=O)N1CCN(CC1)C=1C=2N(C=C(C1)S(N(COCC[Si](C)(C)C)C1(COC1)C)(=O)=O)C(=NC2)C(=O)[O-] 8-(4-isobutyrylpiperazin-1-yl)-6-(N-(3-methyloxetan-3-yl)-N-((2-(trimethylsilyl)ethoxy)Methyl)sulfamoyl)imidazo[1,5-a]pyridine-3-carboxylate